N[C@@H](CC1=CNC2=CC=CC=C12)C(=O)O |r| racemic-(DL)-tryptophan